[I-].C(CCCCCCCCCCC)(=O)OC[N+]1(CCC=C(C1)C1=NSN=C1OCCCCCC)C [5-(4-hexyloxy-1,2,5-thiadiazol-3-yl)-1-methyl-3,6-dihydro-2H-pyridin-1-ium-1-yl]methyl dodecanoate iodide